N1=C(C=CC=C1)NC1=NC=C(C=N1)C=1C=C(C=NC1)NC1CCN(CC1)C(C=C)=O 1-[4-[[5-[2-(2-pyridinylamino)pyrimidin-5-yl]-3-pyridinyl]amino]-1-piperidinyl]prop-2-en-1-one